gamma-glycidoxypropylmethyldi(methoxyethoxy)silane C(C1CO1)OCCC[Si](OCCOC)(OCCOC)C